CCCCC[C@@H]([C@@H](/C=C/C=C/C=C\\C/C=C\\CCCC(=O)O)SC[C@@H](C(=O)NCC(=O)O)NC(=O)CC[C@@H](C(=O)O)N)O The molecule is a leukotriene that is the 14R-(S-glutathionyl),15S-hydroxy derivative of (5Z,8Z,10E,12E)-icosa-7,9,11,14-tetraenoic acid. It has a role as a metabolite. It derives from a glutathione and a (5Z,8Z,10E,12E)-icosatetraenoic acid.